(3R)-tert-Butyl 8-(aminomethyl)-9-(1-(4-(difluoromethoxy)phenyl)ethyl)-3-methyl-10-oxo-3,4,7,8,9,10-hexahydropyrido[4',3':3,4]pyrazolo[1,5-a]pyrazine-2(1H)-carboxylate NCC1N(C(C=2N(C1)N=C1C2CN([C@@H](C1)C)C(=O)OC(C)(C)C)=O)C(C)C1=CC=C(C=C1)OC(F)F